ClC1=C(C=CC=C1)N1N=C(C2=C1SC(=C2)C(=O)NC=2C=NC(=CC2)N2CCOCC2)C (2-chlorophenyl)-3-methyl-N-(6-morpholinopyridin-3-yl)-1H-thieno[2,3-c]pyrazole-5-carboxamide